C(CCCCCCCCCCC)(=O)OC(CO)CO 1,3-dihydroxyprop-2-yl dodecanoate